C(CCCCCCCCCCCCCCCCCCCCCCCCCCCCCCCCCCCCCC)(=O)OCCCCCCCCCCCC\C=C/CCCCCCCC Erucyl nonatriacontanoate